(2R)-6-methoxytetralin-2-amine hydrochloride Cl.COC=1C=C2CC[C@H](CC2=CC1)N